tert-butyl (3-(3-(5-(4-(trifluoromethyl)phenyl)-1H-imidazol-2-yl)-1H-indazole-5-carboxamido)propyl)carbamate FC(C1=CC=C(C=C1)C1=CN=C(N1)C1=NNC2=CC=C(C=C12)C(=O)NCCCNC(OC(C)(C)C)=O)(F)F